C(N)(OCC=N)=O 2-iminoethyl carbamate